1,3-di(thien-2-yl)propane-1,3-dione S1C(=CC=C1)C(CC(=O)C=1SC=CC1)=O